tert-butyl-3-[3-methyl-5-(1-methyl-1H-1,2,4-triazol-3-yl)-1H-pyrazol-1-yl]-propanoate C(C)(C)(C)OC(CCN1N=C(C=C1C1=NN(C=N1)C)C)=O